C(#N)C1=CC(=C(COC2=CC=CC(=N2)C2=CC(N(C=C2)CC2=NC=3C(=NC(=CC3)C(=O)O)N2C[C@H]2OCC2)=O)C=C1)F (S)-2-((6-((4-cyano-2-fluorobenzyl)oxy)-2'-oxo-[2,4'-bipyridine]-1'(2'H)-yl)methyl)-3-(oxetan-2-ylmethyl)-3H-imidazo[4,5-b]pyridine-5-carboxylic acid